methyl 4-((5-(3-(4-(prop-2-yn-1-yl)piperazin-1-yl)propoxy)-1H-indol-1-yl)sulfonyl)benzoate C(C#C)N1CCN(CC1)CCCOC=1C=C2C=CN(C2=CC1)S(=O)(=O)C1=CC=C(C(=O)OC)C=C1